N-isopropyl-2-((2-((4-(((3-(piperidin-3-yl)phenyl)amino)methyl)phenyl)amino)-5-(trifluoromethyl)pyrimidin-4-yl)amino)benzenesulfonamide C(C)(C)NS(=O)(=O)C1=C(C=CC=C1)NC1=NC(=NC=C1C(F)(F)F)NC1=CC=C(C=C1)CNC1=CC(=CC=C1)C1CNCCC1